N-[4-[5-[2-[[(3S)-5,5-Difluoro-3-piperidyl]amino]pyrimidin-4-yl]-2-methyl-thiazol-4-yl]oxy-2,3-difluoro-phenyl]propane-2-sulfonamide FC1(C[C@@H](CNC1)NC1=NC=CC(=N1)C1=C(N=C(S1)C)OC1=C(C(=C(C=C1)NS(=O)(=O)C(C)C)F)F)F